N(=C=O)CCC1C(CC(CC1C)C)CN=C=O 2-(2-isocyanatoethyl)-1-(isocyanatomethyl)-3,5-dimethylcyclohexane